ClC1=CC(=C(COC2=CC=CC(=N2)C2CCN(CC2)CC2=NC3=C(N2C[C@@H]2COCC2)C=CC=C3)C=C1)F 2-[(4-{6-[(4-Chloro-2-fluorobenzyl)oxy]pyridin-2-yl}piperidin-1-yl)methyl]-1-[(3R)-tetrahydrofuran-3-ylmethyl]-1H-benzimidazol